ethyl 2-(3-methyl-2-((1r,4r)-4-(2,2,2-trifluoroethoxy)cyclohexyl) phenyl)acetate CC=1C(=C(C=CC1)CC(=O)OCC)C1CCC(CC1)OCC(F)(F)F